C1OCC[C@H]2C1=C[C@H]1CCCN21 (4aS,8aR,9aS)-hexahydro-1H,3H-pyrano[3,4-b]pyrrolizine